iron-gallium terbium [Tb].[Ga].[Fe]